C(#N)C[C@H]1CN(CCN1)C=1C2=C(N=C(N1)C(=O)OC)CN(CC2)C2=CC=CC1=CC=CC(=C21)C methyl (S)-4-(3-(cyanomethyl)piperazin-1-yl)-7-(8-methylnaphthalen-1-yl)-5,6,7,8-tetrahydropyrido[3,4-d]pyrimidine-2-carboxylate